(S)-N-(4,4-difluoropiperidin-3-yl)-7-(2-(2,2,2-trifluoroethoxy)phenyl)benzo[d]oxazole-2-carboxamide FC1([C@H](CNCC1)NC(=O)C=1OC2=C(N1)C=CC=C2C2=C(C=CC=C2)OCC(F)(F)F)F